C1(=CC=CC=C1)C1=CCC(=C1)C(C)(C)C 2-Phenyl-4-tert-butyl-1,3-cyclopentadiene